C(C)(C)(C)OC(N(C)CCCCCCCCNC(C1=CC(=CC=C1)C=1C=CC2=C(N=C(N=C2N2[C@@H](COCC2)C)N2[C@@H](COCC2)C)N1)=O)=O.OCC1CCC(CC1)CO 1,4-bishydroxymethyl-cyclohexane tert-butyl-N-[8-[[3-[2,4-bis[(3R)-3-methylmorpholin-4-yl]pyrido[2,3-d]pyrimidin-7-yl]-benzoyl]amino]octyl]-N-methyl-carbamate